ClC1=C(C=CC=C1)C1CN(CC1)C(CN1N=C(C2=C1CCC2)C(=O)N2C[C@H](O[C@H](C2)C)C)=O 1-[3-(2-Chlorophenyl)pyrrolidin-1-yl]-2-{3-[(2R,6S)-2,6-dimethylmorpholin-4-carbonyl]-5,6-dihydrocyclopenta[c]pyrazol-1(4H)-yl}ethan-1-on